ClC1=CC=C(S1)CNC1=CC(=NN1C(C(C)(C)C)=O)C1CCN(CC1)S(=O)(=O)C 1-(5-{[(5-chlorothiophen-2-yl)methyl]amino}-3-(1-methanesulfonylpiperidin-4-yl)-1H-pyrazol-1-yl)-2,2-dimethylpropan-1-one